COC(=O)C=1N=C(SC1CCCOC1=C(C=C(C=C1)C#CCNC(=O)OC(C)(C)C)F)N1CCCC2=C1N=NC(=C2C)Cl [3-[4-[3-(tert-Butoxycarbonylamino)prop-1-ynyl]-2-fluoro-phenoxy]propyl]-2-(3-chloro-4-methyl-6,7-dihydro-5H-pyrido[2,3-c]pyridazin-8-yl)thiazole-4-carboxylic acid methyl ester